C1(CCC1)N1CCC(CC1)N1CCC(CC1)C=1C(=CC2=C(N(C(=N2)C2=CC=C(C=C2)S(=O)(=O)C)C)C1)F 6-(1'-Cyclobutyl-[1,4'-bipiperidin]-4-yl)-5-fluoro-1-methyl-2-(4-(methylsulfonyl)phenyl)-1H-benzo[d]imidazol